CC(=CC1=CC=C(C=C1)O)CCC=C(C)C 4-(2,6-dimethylhept-1,5-dienyl)phenol